N-((1R,5S)-3-cyano-3-azabicyclo[3.1.0]hexan-1-yl)-5-(2-phenoxyphenyl)-1H-pyrazole-3-carboxamide C(#N)N1C[C@]2(C[C@H]2C1)NC(=O)C1=NNC(=C1)C1=C(C=CC=C1)OC1=CC=CC=C1